BrC=1C(=C2CC[C@@H](CC2=CC1)NC(OCC1=CC=CC=C1)=O)C benzyl (S)-(6-bromo-5-methyl-1,2,3,4-tetrahydronaphthalen-2-yl)carbamate